COC1=C(C=C(C=C1)OC1=CC(=CC=C1)C(F)(F)F)[N+](=O)[O-] 1-Methoxy-2-nitro-4-(3-(tri-fluoromethyl)phenoxy)benzene